C(N)(=O)C=1C=C(C=NC1)C=1C(=CC(=C(C1)NC(=O)C1=CNC(C=C1C(F)(F)F)=O)N1C[C@H](N([C@H](C1)C)C)C)F N-[5-(5-carbamoylpyridin-3-yl)-4-fluoro-2-[(3R,5S)-3,4,5-trimethylpiperazin-1-yl]phenyl]-6-oxo-4-(trifluoromethyl)-1H-pyridine-3-carboxamide